C1=CC(=CC=C1N(C(O)SC[C@@H](C(=O)NCC(=O)O)NC(=O)CC[C@@H](C(=O)O)N)O)Br S-(N-hydroxy-N-bromophenylcarbamoyl)glutathione